C(=O)C=1C=C(C=CC1)N1C(N=C(C=C1)NC(=O)N1CCN(CC1)C(CC(C)(C)NC(OC(C)(C)C)=O)=O)=O tert-butyl (4-(4-((1-(3-formylphenyl)-2-oxo-1,2-dihydropyrimidin-4-yl)carbamoyl)piperazin-1-yl)-2-methyl-4-oxobutan-2-yl)carbamate